methyl (3R)-3-(tert-butoxycarbonylamino)-5-[(4-cyanophenyl)methyl]-8-fluoro-4-oxo-2,3-dihydro-1,5-benzothiazepine-7-carboxylate C(C)(C)(C)OC(=O)N[C@H]1CSC2=C(N(C1=O)CC1=CC=C(C=C1)C#N)C=C(C(=C2)F)C(=O)OC